OC12CC3(CC(CC(C1)(C3)O)C2)C(=O)OC METHYL 3,5-DIHYDROXYADAMANTANE-1-CARBOXYLATE